(S)-4-(7-fluoro-imidazo[1,2-a]pyridin-3-yl)-7-((5-(3-morpholino-piperidin-1-yl)pyridin-2-yl)amino)isoindolin-1-one FC1=CC=2N(C=C1)C(=CN2)C2=C1CNC(C1=C(C=C2)NC2=NC=C(C=C2)N2C[C@H](CCC2)N2CCOCC2)=O